NC=1C=CC2=C(NC3=CC=CC=C23)N1 2-amino-9H-pyrido[2,3-B]indole